N-(5-((6-((R)-3-(4-chloro-3-fluorophenyl)-isoxazolidine-2-yl)pyrimidine-4-yl)amino)-2-(4-(dimethylamino)-[1,4'-bipiperidine]-1'-yl)-4-methoxyphenyl)acrylamide ClC1=C(C=C(C=C1)[C@@H]1N(OCC1)C1=CC(=NC=N1)NC=1C(=CC(=C(C1)NC(C=C)=O)N1CCC(CC1)N1CCC(CC1)N(C)C)OC)F